C1(=CC=CC=C1)P(CCN=C1N(CCN1C)C)C1=CC=CC=C1 N-(2-(diphenylphosphino)ethyl)-1,3-dimethyl-imidazolidine-2-imine